({[1-(fluoromethyl)cyclopropyl]methoxy}methyl)-1,4'-bipiperidine dihydrochloride Cl.Cl.FCC1(CC1)COCC1N(CCCC1)C1CCNCC1